5-(4-((1,4-dioxan-2-yl)methoxy)-3-methoxyphenyl)-3-(4-amino-2-fluorophenyl)pyridin-2-amine O1C(COCC1)COC1=C(C=C(C=C1)C=1C=C(C(=NC1)N)C1=C(C=C(C=C1)N)F)OC